ClC1=CC=C(C=C1)C1=CC=C(C=C1)CCC(C(=O)O)OC1=CC=C(C=C1)C(C=CC1=CC=CC=C1)=O 4-[4-(4-Chlorophenyl)phenyl]-2-[4-(3-phenylprop-2-enoyl)phenoxy]butanoic acid